(4-octylpyridin-2-yl)methanol C(CCCCCCC)C1=CC(=NC=C1)CO